3,5-diamino-1,2,3-triazole NN1N=NC(=C1)N